2-(4-(Difluoromethylene)piperidin-1-yl)-4-nitrobenzoic acid FC(=C1CCN(CC1)C1=C(C(=O)O)C=CC(=C1)[N+](=O)[O-])F